Isopropyl (S)-3'-(2-(1-(1-(methylsulfonyl)-1H-pyrrole-3-carbonyl)pyrrolidine-2-carboxamido)thiazol-4-yl)-[1,1'-biphenyl]-3-carboxylate CS(=O)(=O)N1C=C(C=C1)C(=O)N1[C@@H](CCC1)C(=O)NC=1SC=C(N1)C=1C=C(C=CC1)C1=CC(=CC=C1)C(=O)OC(C)C